C(=O)O.ClC=1C=C2CCCN(C2=C(C1)C1=C2C(=NC=C1)C=C(S2)CN2C(CCC2=O)=O)[C@@H]2CN[C@H](C2)C(C)(C)O 1-((7-(6-chloro-1-((3S,5R)-5-(2-hydroxypropan-2-yl)pyrrolidin-3-yl)-1,2,3,4-tetrahydroquinolin-8-yl)thieno[3,2-b]pyridin-2-yl)methyl)pyrrolidine-2,5-dione, formic acid salt